(6aR)-8-acryloyl-4-chloro-3-(2-fluoro-6-hydroxyphenyl)-1-((2S,4R)-4-methoxy-2-methylpyrrolidin-1-yl)-6,6a,7,8,9,10-hexahydro-12H-pyrazino[2,1-c]pyrido[3,4-f][1,4]oxazepin-12-one C(C=C)(=O)N1C[C@@H]2COC3=C(C(N2CC1)=O)C(=NC(=C3Cl)C3=C(C=CC=C3O)F)N3[C@H](C[C@H](C3)OC)C